methyl 4-amino-3-[[(2S)-oxetan-2-ylmethyl]amino]benzoate NC1=C(C=C(C(=O)OC)C=C1)NC[C@H]1OCC1